ClC1=C(C(=O)NC2=CC=C(C=C2)S(=O)(=O)C)C=C(C(=C1)Cl)C#N 2,4-Dichloro-5-cyano-N-(4-methanesulfonylphenyl)benzamide